4-((3-nitroquinolin-4-yl)amino)butan-1-ol [N+](=O)([O-])C=1C=NC2=CC=CC=C2C1NCCCCO